OCC1=CC(=C(OCC2N(CCCC2)C(=O)NC)C=C1)S(NC)(=O)=O ((4-(hydroxymethyl)-2-(N-methylsulfamoyl)phenoxy)methyl)-N-methylpiperidine-1-carboxamide